NCCNC(=O)C1=CC=2C(C=3N=C(N=CC3C2C=C1)C(F)(F)F)=O N-(2-aminoethyl)-9-oxo-2-(trifluoromethyl)-9H-indeno[2,1-d]pyrimidine-7-carboxamide